The molecule is a 1-acyl-sn-glycerol in which the acyl group is specified as oleoyl. It is a 1-acyl-sn-glycerol and a 1-oleoylglycerol. It derives from an oleic acid. CCCCCCCC/C=C\\CCCCCCCC(=O)OC[C@H](CO)O